(S)-N-(2-(2-cyano-4,4-difluoropyrrolidin-1-yl)-2-ethoxy)-6-(3-(piperazin-1-yl)propoxy)quinoline-4-carboxamide C(#N)C1N(CC(C1)(F)F)[C@H](C)ONC(=O)C1=CC=NC2=CC=C(C=C12)OCCCN1CCNCC1